C(C)OC(=O)C1=CC2=C(N(C(S2)=N)CC(=O)OC(C)(C)C)C=C1.FC1=C(C=CC=C1)NC(C1=CC=C(C=C1)C1=NOC(=N1)C(F)(F)F)=O N-(2-fluorophenyl)-4-[5-(trifluoromethyl)-1,2,4-oxadiazol-3-yl]benzamide ethyl-3-(2-(tert-butoxy)-2-oxoethyl)-2-imino-2,3-dihydrobenzo[d]thiazole-6-carboxylate